N1=CN=CC(=C1)CC1=NN=CS1 5-(pyrimidin-5-ylmethyl)-1,3,4-thiadiazole